ClC1=CC=C(C=C1)C1=NN=C(C2=CC=CC=C12)NC1CN(CCC1)C1=NC=CC=C1 4-(4-chlorophenyl)-N-(1-(pyridin-2-yl)piperidin-3-yl)phthalazin-1-amine